[8-(1-octylnonoxy)-8-oxo-octyl] (2S,5R)-5-hydroxy-1-(6-oxo-6-undecoxy-hexyl)piperidine-2-carboxylate O[C@@H]1CC[C@H](N(C1)CCCCCC(OCCCCCCCCCCC)=O)C(=O)OCCCCCCCC(=O)OC(CCCCCCCC)CCCCCCCC